(1R)-1-(3-{1,1-difluoro-3,3-dimethyl-2-[(triethylsilyl)oxy]butyl}-2-fluorophenyl)ethan-1-amine FC(C(C(C)(C)C)O[Si](CC)(CC)CC)(F)C=1C(=C(C=CC1)[C@@H](C)N)F